Cl.NC1=C(C(=O)NC)C=C(C=C1C)Cl 2-amino-5-chloro-3,N-dimethylbenzamide hydrochloride